2,2-diethyl-4-phenyl-1-p-methoxybenzenesulphonyl-pyrrolidine Methyl-2-(3-(3-(cyclopropyl(4-(thiophen-2-yl)benzyl)carbamoyl)piperidin-1-yl)phenoxy)-2-methylpropanoate COC(C(C)(C)OC1=CC(=CC=C1)N1CC(CCC1)C(N(CC1=CC=C(C=C1)C=1SC=CC1)C1CC1)=O)=O.C(C)C1(N(CC(C1)C1=CC=CC=C1)S(=O)(=O)C1=CC=C(C=C1)OC)CC